N(I)I iminoiodide